(S)-3-chloro-N1-{2-methyl-[1,2,2,2-tetrafluoro-1-(trifluoromethyl)-ethyl]phenyl}-N2-(1-methyl-2-methylsulphonylethyl)phthalamide ClC1=C(C(C(=O)NC2=C(C(=CC=C2)C(C(F)(F)F)(C(F)(F)F)F)C)=CC=C1)C(=O)N[C@H](CS(=O)(=O)C)C